5-chloro-N-({(5S)-2-oxo-3-[4-(3-oxo-4-morpholinyl)phenyl]-1,3-oxazolidin-5-yl}methyl)-2-thiophenecarboxamide ClC1=CC=C(S1)C(=O)NC[C@H]1CN(C(O1)=O)C1=CC=C(C=C1)N1C(COCC1)=O